N-(((3R,4R,5R,6R)-6-(aminomethyl)-2,4,5-trihydroxytetrahydro-2H-pyran-3-yl)methyl)acetamide NC[C@@H]1[C@@H]([C@@H]([C@H](C(O1)O)CNC(C)=O)O)O